ClC=1C=NC(=C(C(=O)NC2CCC(CC2)CN2C(N(C3=C2C=CC=C3)C=3N=CC(=NC3)C(=O)NC)=O)C1)C(F)F 5-(3-(((1r,4r)-4-(5-chloro-2-(difluoromethyl)nicotinamido)cyclohexyl)methyl)-2-oxo-2,3-dihydro-1H-benzo[d]imidazol-1-yl)-N-methylpyrazine-2-carboxamide